1-dimethylamino-1,1,3,3,5,5,5-heptamethyltrisiloxane CN([Si](O[Si](O[Si](C)(C)C)(C)C)(C)C)C